3-((1,1-difluorohexyl)oxy)-4-(1-methyl-1,2,5,6-tetrahydropyridin-3-yl)-1,2,5-thiadiazole FC(CCCCC)(F)OC1=NSN=C1C=1CN(CCC1)C